O=C1C[C@H](N(C1)C(=O)OC(C)(C)C)C(=O)N1CSCC1 tertbutyl (2S)-4-oxo-2-(3-thiazolidinecarbonyl)-1-pyrrolidinecarboxylate